[Na].[Zn].[Te] tellurium-zinc-sodium